5-(3-methoxyphenyl)-N-(3-(2,2-difluoropropyl)-1,2,4-thiadiazol-5-yl)thiophene-3-carboxamide COC=1C=C(C=CC1)C1=CC(=CS1)C(=O)NC1=NC(=NS1)CC(C)(F)F